C(C)OCOC1=C(C(=CC(=C1)OC(F)(F)F)C)I 1-(ethoxymethoxy)-2-iodo-3-methyl-5-(trifluoromethoxy)benzene